FC1=C(NCC=2C=NC=CC2)C(=CC(=C1)F)[N+](=O)[O-] 2,4-difluoro-6-nitro-N-(pyridin-3-ylmethyl)aniline